FC(CC=C(C(=O)O)Cl)(C(F)(F)F)F 2,2,3,3,3-pentafluoropropyl-chloroacrylic acid